(diphenyltriazinyl)[(dimethylfluoreneyl)dibenzothiophenyl]biphenyl C1(=CC=CC=C1)C1=C(C(=NN=N1)C=1C(=C(C=CC1)C1=CC=CC=C1)C1=C(C=CC=2SC3=C(C21)C=CC=C3)C3=C(C(=CC=2C1=CC=CC=C1CC32)C)C)C3=CC=CC=C3